tin-indium-gallium-zinc [Zn].[Ga].[In].[Sn]